2-(5-bromo-1-isopropyl-1H-indol-3-yl)-N-(pyridin-3-ylmethyl)acetamide BrC=1C=C2C(=CN(C2=CC1)C(C)C)CC(=O)NCC=1C=NC=CC1